BrC=1C=C(C(=NC1)N1[C@@H](COCC1)C)C (3R)-4-(5-bromo-3-methyl-2-pyridyl)-3-methylmorpholine